tert-butyl N-[(3R)-7-[(Z)-N'-hydroxycarbamimidoyl]-4-oxo-5-[[4-(trifluoromethoxy)phenyl]methyl]-2,3-dihydro-1,5-benzothiazepin-3-yl]carbamate O\N=C(/N)\C=1C=CC2=C(N(C([C@H](CS2)NC(OC(C)(C)C)=O)=O)CC2=CC=C(C=C2)OC(F)(F)F)C1